8-benzyl-2-(furan-2-ylmethyl)-6-(3-hydroxyphenyl)imidazo[1,2-a]pyrazine-3(7H)-one C(C1=CC=CC=C1)C1=C2N(C=C(N1)C1=CC(=CC=C1)O)C(C(=N2)CC=2OC=CC2)=O